5-amino-1-[(tetrahydrofuran-3-yl)methyl]indole-6-carboxylic acid methyl ester COC(=O)C1=C(C=C2C=CN(C2=C1)CC1COCC1)N